(2-methyl-pyrrolidinyl)iodoborane CC1N(CCC1)BI